C(C1=CC=CC=C1)OC=1C=C(C=NC1)C1=NC(=C2N=CN(C2=N1)[C@H]1[C@@H]([C@@H]([C@H](O1)C(=O)NOC)O)O)NC (2s,3s,4r,5r)-5-(2-(5-(benzyloxy)pyridin-3-yl)-6-(methylamino)-9H-purin-9-yl)-3,4-dihydroxy-N-methoxytetrahydrofuran-2-carboxamide